C1(=C(C=CC2=CC=CC=C12)OC1=CC=C(C2=CC=CC=C12)C=O)C1=C(C=CC2=CC=CC=C12)OC1=CC=C(C2=CC=CC=C12)C=O 4,4'-[[1,1'-binaphthalene]-2,2'-diylbis(oxy)]di(naphthalene-1-carbaldehyde)